FC1=CC=C(C=C1)C(C=CC1=CC=C(C=C1)O)=O 1-(4-Fluorophenyl)-3-(4-hydroxyphenyl)prop-2-en-1-one